CC1=C[C@H]([C@@H](CC1)C(=C)C)C1=C(C=C(C=C1O)CCCCC)O 2-[(1R,6R)-3-Methyl-6-(1-methyl-ethenyl)-2-cyclohexen-1-yl]-5-pentyl-1,3-benzenediol